(S)-N-{1-[3-(2-Oxa-5-aza-bicyclo[2.2.1]hept-5-yl)phenyl]ethyl}-3-phenyl-acrylamide C12OCC(N(C1)C=1C=C(C=CC1)[C@H](C)NC(C=CC1=CC=CC=C1)=O)C2